N1=CC=C(C=C1)C12CC(C1)(C2)N2C(CC(CC2=O)C2=CC=C(C=C2)C(F)(F)F)=O 1-(3-(pyridin-4-yl)bicyclo[1.1.1]pentan-1-yl)-4-(4-(trifluoromethyl)phenyl)piperidine-2,6-dione